N1=CC=C(C=C1)C1=C(C#N)C(=C(C(=C1N1C2=C(C3=CC=CC=C13)C=CN=C2)N2C1=C(C3=CC=CC=C23)C=CN=C1)N1C2=C(C3=CC=CC=C13)C=CN=C2)N2C1=C(C3=CC=CC=C23)C=CN=C1 2-(pyridin-4-yl)-3,4,5,6-tetrakis(9H-pyrido[3,4-b]indol-9-yl)benzonitrile